3-hydroxy-1-(6-((4-((1-hydroxycyclopropyl)amino)-5-(trifluoromethyl)pyrimidin-2-yl)amino)-3,4-dihydroisoquinolin-2(1H)-yl)-3-methylbutan-1-one OC(CC(=O)N1CC2=CC=C(C=C2CC1)NC1=NC=C(C(=N1)NC1(CC1)O)C(F)(F)F)(C)C